tert-Butyl ((1S)-(4,4-difluorocyclohexyl)(7-((1-(((4-nitrophenyl)sulfonyl)carbamoyl)cyclohex-3-en-1-yl)methyl)imidazo[1,2-b]pyridazin-2-yl)methyl)carbamate FC1(CCC(CC1)[C@@H](C=1N=C2N(N=CC(=C2)CC2(CC=CCC2)C(NS(=O)(=O)C2=CC=C(C=C2)[N+](=O)[O-])=O)C1)NC(OC(C)(C)C)=O)F